N-[1-(4-fluorophenyl)-2-oxo-pyrrolidin-3-yl]-2-methyl-5-[(2S)-2-(trifluoromethylsulfonylamino)propoxy]pyridine-3-carboxamide FC1=CC=C(C=C1)N1C(C(CC1)NC(=O)C=1C(=NC=C(C1)OC[C@H](C)NS(=O)(=O)C(F)(F)F)C)=O